2-trimethylsilylacetonitrile C[Si](CC#N)(C)C